4-[(3aR,6aS)-3,3a,4,5,6,6a-Hexahydro-1H-cyclopenta[c]pyrrol-2-yl]-2-(2,4-dimethoxypyrimidin-5-yl)pyrazolo[3,4-d]pyrimidine C1N(C[C@H]2[C@@H]1CCC2)C=2C=1C(N=CN2)=NN(C1)C=1C(=NC(=NC1)OC)OC